C(=O)O.C(C)(C)C1=CN=C2N1N=C(C=C2N[C@@H](C)C2=CC=CC=C2)NC2CCNCC2 (S)-3-isopropyl-N8-(1-phenylethyl)-N6-(piperidin-4-yl)imidazo[1,2-b]pyridazine-6,8-diamine formate